CN(N=O)CCC1=CC=CC=C1 N-methyl-N-nitroso-(2-phenylethyl)amine